C1=C(C=CC2=CC=CC=C12)N[C@@H](C)C(=O)O naphthalene-2-yl-alanine